N-phenyl-4-aminobutyl-trimethoxysilane C1(=CC=CC=C1)NCCCC[Si](OC)(OC)OC